1,1,1-trifluoro-2-methylpropan-2-yl ((4-(5-(1,1-difluoroethyl)pyridin-2-yl)bicyclo[2.2.2]octan-1-yl)methyl)(5-(2-hydroxypropan-2-yl)-[2,4'-bipyridin]-2'-yl)carbamate FC(C)(F)C=1C=CC(=NC1)C12CCC(CC1)(CC2)CN(C(OC(C(F)(F)F)(C)C)=O)C2=NC=CC(=C2)C2=NC=C(C=C2)C(C)(C)O